tert-Butyl 2-((4-methyl-N-(2-((5-methyl-2'-oxo-1,1',2',3-tetrahydrospiro[indene-2,3'-pyrrolo[2,3-b]pyridin]-6-yl)amino)-2-oxoethyl)piperidine-4-carboxamido)methyl)benzylcarbamate CC1(CCNCC1)C(=O)N(CC(=O)NC1=C(C=C2CC3(C(NC4=NC=CC=C43)=O)CC2=C1)C)CC1=C(CNC(OC(C)(C)C)=O)C=CC=C1